N-(5-(6-(3-acetyl-5-(trifluoromethyl)phenyl)-1-oxo-3,4-dihydroisoquinolin-2(1H)-yl)-2-((2-methoxyethoxy)methoxy)phenyl)methanesulfonamide C(C)(=O)C=1C=C(C=C(C1)C(F)(F)F)C=1C=C2CCN(C(C2=CC1)=O)C=1C=CC(=C(C1)NS(=O)(=O)C)OCOCCOC